CNC[C@@H](CO)O (S)-3-(methylamino)propane-1,2-diol